CO[C@@H]1[C@H](N(C1)C(=O)O[C@H]1C[C@H](CC1)C1=CC(=NN1)NC(CC=1C=NC(=CC1)OC)=O)C (1R,3S)-3-(3-{[(6-meth-oxypyridin-3-yl)acetyl]-amino}-1H-pyrazol-5-yl)-cyclopentyl (2R,3S)-3-methoxy-2-methylazetidine-1-carboxylate